CN1CCN(CC1)CCCNC(C)=O N-[3-(4-methylpiperazin-1-yl)propyl]acetamide